4-chloro-7-((5-(4-methylpiperazin-1-yl)pyridin-2-yl)amino)-1-oxo-isoindolin-2-carboxylic acid tert-butyl ester C(C)(C)(C)OC(=O)N1C(C2=C(C=CC(=C2C1)Cl)NC1=NC=C(C=C1)N1CCN(CC1)C)=O